NCC(=O)NCOCCCC1CCC=2C=3C1=C1C(=NC3C=C(C2C)F)C2=CC3=C(C(N2C1)=O)COC([C@]3(O)CC)=O 2-amino-N-((3-((9S)-9-ethyl-5-fluoro-9-hydroxy-4-methyl-10,13-dioxo-2,3,9,10,13,15-hexahydro-1H,12H-benzo[de]pyrano[3',4':6,7]indolizino[1,2-b]quinolin-1-yl)propoxy)methyl)acetamide